3-(4-pentenyl)quinazolinone C(CCC=C)N1C(N=C2C=CC=CC2=C1)=O